2-((dimethylamino)methyl)-N,N-bis(3-methoxybenzyl)pyridin-4-amine CN(C)CC1=NC=CC(=C1)N(CC1=CC(=CC=C1)OC)CC1=CC(=CC=C1)OC